(2S)-1-[2-[(3S)-3-(6-quinolinylamino)pyrrolidin-1-yl]acetyl]pyrrolidine-2-carbonitrile N1=CC=CC2=CC(=CC=C12)N[C@@H]1CN(CC1)CC(=O)N1[C@@H](CCC1)C#N